BrC=1C=C(C=CC1)C[C@H](C(=O)O)C1CCN(CC1)C(=O)OC(C)(C)C (S)-3-(3-bromophenyl)-2-(1-(t-butoxycarbonyl)piperidin-4-yl)propionic acid